CC=1OC(=CC1C(=O)NC1=NC(=NS1)CC(C)=O)C1=CC(=CC=C1)C(N)=O 2-methyl-5-(3-carbamoylphenyl)-N-(3-(2-oxopropyl)-1,2,4-thiadiazol-5-yl)furan-3-carboxamide